1-chloro-N-(1-methyl-4-oxo-2-(trifluoromethyl)-1,4-dihydroquinolin-7-yl)methanesulfonamide ClCS(=O)(=O)NC1=CC=C2C(C=C(N(C2=C1)C)C(F)(F)F)=O